Nickel-manganese oxalate C(C(=O)[O-])(=O)[O-].[Mn+2].[Ni+2].C(C(=O)[O-])(=O)[O-]